FC1=CC(=C(C=C1)C1=NC=C(C=N1)CN)OC=1N(N=C(C1)N1CCCC1)C [2-[4-fluoro-2-(2-methyl-5-pyrrolidin-1-ylpyrazol-3-yl)oxyphenyl]pyrimidin-5-yl]methanamine